NC(CCC1=CC=CC=C1)N diaminoethyltoluene